4,5-diundecylimidazole C(CCCCCCCCCC)C=1N=CNC1CCCCCCCCCCC